5-(2-chloro-6-fluorophenyl)-3-(2-(piperidin-4-yl)thiazol-4-yl)-4,5-dihydroisoxazole ClC1=C(C(=CC=C1)F)C1CC(=NO1)C=1N=C(SC1)C1CCNCC1